NC1=NC=2C=CC(=CC2C2=C1N=C(N2CCCN2C(CCC2)=O)CCOC)C=2C=NC=CC2 1-(3-[4-amino-2-(2-methoxyethyl)-8-(pyridin-3-yl)-1H-imidazo[4,5-c]quinolin-1-yl]propyl)pyrrolidin-2-one